FC(C1=C(CNC=2C3=C(N=CN2)N=CC=C3)C=CC=C1)(F)F 4-((2-(trifluoromethyl)benzyl)amino)pyrido[2,3-d]pyrimidin